2-[2-(2,6-dichlorophenyl)ethyl]hydrazinecarboximidamide ClC1=C(C(=CC=C1)Cl)CCNNC(N)=N